C(CC)OC1=CSC=C1OCCC 3,4-dipropyloxy-thiophene